[Cl-].[Ca+2].[Cl-] Calcium Chloride Salt